fluorosulfonyl-difluoroacetic acid copper salt [Cu+2].FS(=O)(=O)C(C(=O)[O-])(F)F.FS(=O)(=O)C(C(=O)[O-])(F)F